C(CCCCCCCC)OCOCCCC(CC(CC(CC(C)Cl)C)C)C 10-chloro-4,6,8-trimethylundecyl nonoxymethyl ether